(R or S)-4-[[4-(2-fluoroethoxy)phenyl]-(4-fluorophenyl)methyl]piperidine FCCOC1=CC=C(C=C1)[C@@H](C1CCNCC1)C1=CC=C(C=C1)F |o1:10|